[Na+].[Na+].[Na+].[Na+].P([O-])(=O)(OP(=O)([O-])OP(=O)([O-])[O-])O[C@H]1C[C@@H](O[C@@H]1C)N1C=NC=2C(N)=NC=NC12 2',5'-dideoxyadenosine 3'-triphosphate tetrasodium salt